BrC=1C=C(C=CC1)/C=C/C(=O)OC1=C(C=C(\C=N\C(C(=O)O)C(C)C)C=C1)OC 2-((E)-((E)-4-((E)-3-(3-bromophenyl)acryloyloxy)-3-methoxybenzylidene)amino)-3-methylbutanoic acid